Cl.N(N)C1=CC=C2C(=CC(OC2=C1)=O)C 7-hydrazinyl-4-methylcoumarin hydrochloride salt